FC(OC1=NC(=C(C=C1NS(=O)(=O)C=1C=2CCN(C(C2C=CC1)=O)C)F)OC(F)F)F N-[2,6-bis(difluoromethoxy)-5-fluoro-3-pyridyl]-1-keto-2-methyl-3,4-dihydroisoquinoline-5-sulfonamide